4-(6-cyano-5-fluoropyridin-2-yl)-N-(1-(hydroxymethyl)cyclopentyl)-3-methylbenzenesulfonamide C(#N)C1=C(C=CC(=N1)C1=C(C=C(C=C1)S(=O)(=O)NC1(CCCC1)CO)C)F